bis-morpholinoethylamine O1CCN(CC1)CCNCCN1CCOCC1